N1=CNC2=NC=CC(=C21)C=2C=NN(C2)C=2C=C(C=CC2)CC#N 2-(3-(4-(3H-imidazo[4,5-b]pyridin-7-yl)-1H-pyrazol-1-yl)phenyl)acetonitrile